trimethyl-4-oxobutan-1-aminium CC(C([NH3+])(C)C)CC=O